di(aziridin-1-yl)phosphinic acid N1(CC1)P(O)(=O)N1CC1